N-(4-(3-(2-aminopyrimidin-4-yl)-4-hydroxyphenoxy)-3-fluorophenyl)-5-ethyl-1-(pyrimidine-5-yl)-1H-pyrazole-4-carboxamide NC1=NC=CC(=N1)C=1C=C(OC2=C(C=C(C=C2)NC(=O)C=2C=NN(C2CC)C=2C=NC=NC2)F)C=CC1O